4-(5-(2-Methoxyphenyl)-7H-pyrrolo[2,3-d]pyrimidin-4-yl)morpholine COC1=C(C=CC=C1)C1=CNC=2N=CN=C(C21)N2CCOCC2